4-Methyl-8-(6-((2R,3R)-2-methyl-3-(piperazin-1-yl)azetidin-1-yl)-2-(trifluoromethyl)pyrimidin-4-yl)-1-oxa-8-azaspiro[4.5]dec-3-ene CC1=CCOC12CCN(CC2)C2=NC(=NC(=C2)N2[C@@H]([C@@H](C2)N2CCNCC2)C)C(F)(F)F